3-[Tert-butyl(dimethyl)silyl]oxy-4-(dibenzylamino)butan-1-ol [Si](C)(C)(C(C)(C)C)OC(CCO)CN(CC1=CC=CC=C1)CC1=CC=CC=C1